methylimidazole cobalt salt [Co].CC=1NC=CN1